3-((4,4-bis(((Z)-oct-5-en-1-yl)oxy)butanoyl)oxy)-2-(((3-((2-(pyrrolidin-1-yl)ethyl)amino)propanoyl)oxy)methyl)propyl (9Z,12Z)-octadeca-9,12-dienoate C(CCCCCCC\C=C/C\C=C/CCCCC)(=O)OCC(COC(CCC(OCCCC\C=C/CC)OCCCC\C=C/CC)=O)COC(CCNCCN1CCCC1)=O